5-(1-(2,2-difluoroethyl)-4-fluoro-1H-benzo[d]imidazol-6-yl)-N-((3R,4R)-3-fluoro-1-(oxetan-3-yl)piperidin-4-yl)-4-methoxypyrrolo[2,1-f][1,2,4]triazin-2-amine FC(CN1C=NC2=C1C=C(C=C2F)C=2C=CN1N=C(N=C(C12)OC)N[C@H]1[C@@H](CN(CC1)C1COC1)F)F